C12C3NC(C3C(C=C1)C2)=O 3-azatricyclo[4.2.1.02,5]non-7-en-4-one